6-(5-(6-cyclobutyl-2,6-diazaspiro[3.3]hept-2-yl)-4-fluoro-3-isopropyl-1H-pyrrolo[2,3-c]pyridin-2-yl)-8-methoxy-[1,2,4]triazolo[1,5-a]pyridine C1(CCC1)N1CC2(CN(C2)C=2C(=C3C(=CN2)NC(=C3C(C)C)C=3C=C(C=2N(C3)N=CN2)OC)F)C1